N(C1=CC=CC=C1)C1=C(NC2=C1C(N(CC2)C)=O)C2=CC(=NC=C2)NC([C@H](CC(F)F)C2=CC=CC=C2)=O |r| Racemic-N-[4-(3-anilino-5-methyl-4-oxo-4,5,6,7-tetrahydro-1H-pyrrolo[3,2-c]pyridin-2-yl)pyridin-2-yl]-4,4-difluoro-2-phenylbutanamide